C(C)(C)(C)OCCOC1=CC=C2C=C(C(=C(C2=C1)F)N1CC(NS1(=O)=O)=O)O 5-[7-(2-tert-butoxyethoxy)-1-fluoro-3-hydroxynaphthalen-2-yl]-1λ6,2,5-thiadiazolidine-1,1,3-trione